C(CCC)B1OC2[C@@H]([C@H](C(O1)C2)/C=C/[C@H](CCC2=CC=CC=C2)OC(CCCCCO[N+](=O)[O-])=O)C\C=C/CCCC(=O)NCC 6-(nitrooxy)hexanoic acid (1S,2E)-3-{(6R,7R)-3-butyl-7-[(2Z)-7-(ethylamino)-7-oxohept-2-en-1-yl]-2,4-dioxa-3-borabicyclo[3.2.1]oct-6-yl}-1-(2-phenylethyl)-prop-2-en-1-yl ester